6-Ethyl-N-((S)-1-(2-(4-fluorophenyl)-5-(1-methyl-1H-pyrazol-5-yl)-1H-imidazol-4-yl)-7-oxononyl)-6-azaspiro[2.5]octan-1-carboxamid C(C)N1CCC2(CC2C(=O)N[C@@H](CCCCCC(CC)=O)C=2N=C(NC2C2=CC=NN2C)C2=CC=C(C=C2)F)CC1